2-((1R,6S)-6-(difluoromethyl)-3-azabicyclo[4.1.0]heptan-3-yl)-N-(6-(4,4-difluoropiperidin-1-yl)-4-methylpyridin-2-yl)-4-nitrobenzamide FC([C@]12CCN(C[C@@H]2C1)C1=C(C(=O)NC2=NC(=CC(=C2)C)N2CCC(CC2)(F)F)C=CC(=C1)[N+](=O)[O-])F